2,2,2-trichloroethyl (5aS,6R,11bR)-5a-acetoxy-14-(cyclopropylmethyl)-10-methoxy-1,2,5,5a,6,7-hexahydro-6,11b-(epiminoethano)naphtho[1,2-d]azepine-3(4H)-carboxylate C(C)(=O)O[C@]12[C@]3(CCN(CC1)C(=O)OCC(Cl)(Cl)Cl)C1=CC(=CC=C1C[C@H]2N(CC3)CC3CC3)OC